4-(indolin-5-ylmethyl)-6,7-dimethoxy-2-methylphthalazin-1(2H)-one hydrochloride Cl.N1CCC2=CC(=CC=C12)CC1=NN(C(C2=CC(=C(C=C12)OC)OC)=O)C